CN1C(=NC2=C1C=CC(=C2)C(=O)OC)C methyl 1,2-dimethyl-1H-1,3-benzodiazole-5-carboxylate